FC1=C(N=CC2=C1N=C(N=C2OCC(F)(F)F)OC[C@]21CCCN1C[C@@H](C2)F)C2=CC=CC1=CC=CC=C21 8-fluoro-2-(((2R,7aS)-2-fluorohexahydro-1H-pyrrolizin-7a-yl)methoxy)-7-(naphthalen-1-yl)-4-(2,2,2-trifluoroethoxy)pyrido[4,3-d]pyrimidine